(2R)-N-((R or S)-(3-chloro-2,4-difluoro-phenyl)(cis-3-(difluoro-methoxy)cyclobutyl)-methyl)-2-methyl-3-oxopiperazine-1-carboxamide ClC=1C(=C(C=CC1F)[C@H](NC(=O)N1[C@@H](C(NCC1)=O)C)[C@@H]1C[C@@H](C1)OC(F)F)F |o1:8|